ClC1=C(C=C(C=C1)NC1=NC=2N(C(=C1)NC1CC1)N=CC2C#N)C[S@@](=O)C (S)-(+)-5-((4-chloro-3-((methylsulfinyl)methyl)phenyl)amino)-7-(cyclopropylamino)pyrazolo[1,5-a]pyrimidine-3-carbonitrile